2-(8-((2s,5r)-4-(1-(3-hydroxyquinoxalin-6-yl)ethyl)-2,5-dimethylpiperazin-1-yl)-5-methyl-6-oxo-5,6-dihydroimidazo[1,2-b]pyridazin-2-yl)acetonitrile OC=1C=NC2=CC=C(C=C2N1)C(C)N1C[C@@H](N(C[C@H]1C)C=1C=2N(N(C(C1)=O)C)C=C(N2)CC#N)C